S1C(=CC=C1)C1=C(OC(C)C=2N=CNC2)C=CC=C1 (+)-4-(1-(2-(Thiophen-2-yl)phenoxy)ethyl)-1H-imidazole